[Si](C)(C)(C(C)(C)C)OCCC(C(=O)C1=NC=CC=C1)(C)C 4-((tert-butyldimethylsilyl)oxy)-2,2-dimethyl-1-(pyridin-2-yl)butan-1-one